2-chloro-8-fluoro-7-(trifluoromethyl)quinazoline ClC1=NC2=C(C(=CC=C2C=N1)C(F)(F)F)F